COC(CCCCC1=NC2=C(N1C1=CC=CC3=CC=CC=C13)C=CC=C2)=O (S)-Methyl-5-(1-(naphthalene-1-yl)-1H-benzo[d]imidazole-2-yl)pentanoate